C(CCCCCCC)(=O)OCCCCCCCCCCCCCCCCCCCC arachidyl octanoate